R-N-(2-methyl-4-(N-(1-(piperidin-4-yl)ethyl)sulfamoyl)phenyl)benzamide hydrochloride Cl.CC1=C(C=CC(=C1)S(N[C@H](C)C1CCNCC1)(=O)=O)NC(C1=CC=CC=C1)=O